C(C)C1CN(C=2C=CC=C3C2N1C(=C3)C3=NC1=C(N3C)C(=C(C(=C1)C=O)F)F)CCCO (2-(3-ethyl-1-(3-hydroxypropyl)-2,3-dihydro-1H-pyrrolo[1,2,3-de]quinoxalin-5-yl)-6,7-difluoro-1-methyl-1H-benzo[d]imidazol-5-yl)methanone